N=1ON=C2C1CCCC2O 4,5,6,7-tetrahydrobenzo[c][1,2,5]Oxadiazole-4-ol